methyl 5-(3-fluoroisonicotinamido)-2-methylbenzoate FC1=C(C(=O)NC=2C=CC(=C(C(=O)OC)C2)C)C=CN=C1